OC(=O)C(F)(F)F.CC=1C(=NC=CC1)OCC1(CC1)NC(C[C@H]1N(CCC1)C(=O)OC(C)(C)C)=O tert-butyl (s)-2-(2-((1-(((3-methylpyridin-2-yl)oxy)methyl)cyclopropyl)amino)-2-oxoethyl)pyrrolidine-1-carboxylate TFA salt